Ethyl (Z)-pent-2-enoate C(\C=C/CC)(=O)OCC